C(C)N(C(=O)C=1C=CC=2N(C1)C(=CN2)C=2C=CC(=NC2)NC(OC)=O)C2=CC(=CC=C2)F methyl N-[5-[6-[ethyl-(3-fluorophenyl) carbamoyl] imidazo[1,2-a]pyridin-3-yl]-2-pyridyl]carbamate